(2R,3R)-2-(2,4-difluorophenyl)-3-(((1-methyl-1H-imidazol-5-yl)methyl)disulfanyl)-1-(1H-1,2,4-triazol-1-yl)butan-2-ol FC1=C(C=CC(=C1)F)[C@@](CN1N=CN=C1)([C@@H](C)SSCC1=CN=CN1C)O